(S)-2-(2-chloro-4-(6-((4-cyanobenzyl)oxy)pyridin-2-yl)-5-methylbenzyl)-1-(4,4-dimethyltetrahydrofuran-3-yl)-1H-benzo[d]imidazole-6-carboxylic acid ClC1=C(CC2=NC3=C(N2[C@@H]2COCC2(C)C)C=C(C=C3)C(=O)O)C=C(C(=C1)C1=NC(=CC=C1)OCC1=CC=C(C=C1)C#N)C